C(C)N1CCN(CC1)CC1=CC=C(C=C1)N1C=NC2=C1C=CC=C2C(=O)N (4-((4-ethylpiperazin-1-yl)methyl)phenyl)-1H-benzimidazole-4-carboxamide